N-(1-(4,5-dichloro-2-methylphenyl)-3-methyl-1H-pyrazolo[3,4-b]pyridin-5-yl)acrylamide ClC1=CC(=C(C=C1Cl)N1N=C(C=2C1=NC=C(C2)NC(C=C)=O)C)C